2,3-dihydrothieno[2',3':4,5]benzo[1,2-b][1,4]dioxine-5-carbonitrile O1C2=C(OCC1)C(=C1C(=C2)C=CS1)C#N